N1=CC(=CC=C1)CC1=NC(=NC(=N1)N)N (E)-pyridin-3-ylmethyl-1,3,5-triazine-2,4-diamine